C(C1=CC=CC=C1)OC=1C=C2CCC(=C(C2=CC1)C1=CC(=C(C=C1OC)N1CCC2(CC(C2)C(OC)OC)CC1)F)C1=CC=CC=C1 7-(4-(6-(benzyloxy)-2-phenyl-3,4-dihydronaphthalen-1-yl)-2-fluoro-5-methoxyphenyl)-2-(dimethoxymethyl)-7-azaspiro[3.5]nonane